N-docosyl-acrylamide Dimethyl-2-hydroxy-5-nitroterephthalate COC(C1=C(C=C(C(=O)OC)C(=C1)[N+](=O)[O-])O)=O.C(CCCCCCCCCCCCCCCCCCCCC)NC(C=C)=O